N,N'-BIS[3-(TRIETHOXYSILYL)PROPYL]THIOUREA C(C)O[Si](CCCNC(=S)NCCC[Si](OCC)(OCC)OCC)(OCC)OCC